sec-hexylphosphonate C(C)(CCCC)P([O-])([O-])=O